BrC=1C=C(C=CC1N1CC(NCC1)(C)C)C=1C(=C(C(=O)N)C=CC1)NC1=C(C=CC=C1Cl)Cl (3-bromo-4-(3,3-dimethylpiperazin-1-yl)phenyl)-2-((2,6-dichlorophenyl)amino)benzamide